3-methyl-2,3-dihydro-1H-indene-5-acrylaldehyde CC1CCC2=CC=C(C=C12)C=CC=O